C1(CC12CC2)C2=NNC(=C2)C(=O)OCC Ethyl 3-(spiro[2.2]pentan-1-yl)-1H-pyrazole-5-carboxylate